C(C)N(C(C=C)=O)CC acrylic acid N,N-diethylamide